NCCNS(=O)(=O)C=1C=2C=CN=CC2C=CC1 N-(2-aminoethyl)-5-isoquinolinesulphonamide